1-[4-(phenylthio)phenyl]-octane-1,2-dione 2-(O-benzoyl oxime) C(C1=CC=CC=C1)(=O)ON=C(C(=O)C1=CC=C(C=C1)SC1=CC=CC=C1)CCCCCC